5-(1H-indazol-7-yl)-2-((6-methylimidazo[1,2-a]pyridin-2-yl)methyl)-2,7-naphthyridin-1(2H)-one N1N=CC2=CC=CC(=C12)C1=C2C=CN(C(C2=CN=C1)=O)CC=1N=C2N(C=C(C=C2)C)C1